FC(C1=CC=C(C=C1)C=1C=C(C(=O)N)C=CN1)(F)F 2-(4-(trifluoromethyl)phenyl)isonicotinamide